nickel-cadmium nickel [Ni].[Cd].[Ni]